biphenyl-4-propionic acid C1(=CC=C(C=C1)CCC(=O)O)C1=CC=CC=C1